(R)-5-(((4-(3-chloro-4-(2-chloro-3-((3-fluoro-4-(((2-hydroxyethyl)(methyl)amino)methyl)pyridin-2-yl)amino)phenyl)pyridin-2-yl)-2-methoxybenzyl)amino)methyl)pyrrolidin-2-one ClC=1C(=NC=CC1C1=C(C(=CC=C1)NC1=NC=CC(=C1F)CN(C)CCO)Cl)C1=CC(=C(CNC[C@H]2CCC(N2)=O)C=C1)OC